N1=CC(=CC=C1)C1=NC=CC(=N1)C(=O)N pyridin-3-yl-pyrimidine-4-carboxamide